Methyl (S)-2-(5-chloro-1H-indole-2-carboxamido)-3-(2-chlorophenyl)propanoate ClC=1C=C2C=C(NC2=CC1)C(=O)N[C@H](C(=O)OC)CC1=C(C=CC=C1)Cl